(2S)-2-[chlorocarbonyl-(methyl)amino]-4-methyl-pentanoic acid ethyl ester C(C)OC([C@H](CC(C)C)N(C)C(=O)Cl)=O